(3S,4R)-4-Methyltetrahydrofuran-3-yl (8-amino-6-(8-ethyl-2,3-dihydro-1H-pyrido[2,3-b][1,4]oxazin-7-yl)-7-fluoroisoquinolin-3-yl)carbamate hydrochloride Cl.NC=1C(=C(C=C2C=C(N=CC12)NC(O[C@@H]1COC[C@H]1C)=O)C1=C(C2=C(OCCN2)N=C1)CC)F